L-gulono-1,4-lactone C1([C@@H](O)[C@@H](O)[C@@H]([C@@H](O)CO)O1)=O